dibenzocyclotridecan-9-ene C1=CC=CC=2CCCCC=CCCCC3=C(C21)C=CC=C3